C(C=C)(=O)OC1=CC=CC=2C3=CC=CC=C3OP(C12)=O acryloyloxy-9,10-dihydro-9-oxa-10-phosphaphenanthrene-10-oxide